C(C)(C)(C)OC(=O)NS(=O)(=O)C1=CC(=C(C=C1)NC1=NC=C(C=N1)[C@H]1C[C@H](CO1)N(C(O)=O)[C@@H](C)CC(F)(F)F)F.C(C)(C)NCCC=O 3-(isopropylamino)propan-1-one (3R,5R)-5-[2-({4-[(tert-butoxycarbonyl)aminosulfonyl]-2-fluorophenyl}amino)pyrimidin-5-yl]oxolan-3-yl-N-[(2S)-4,4,4-trifluorobutan-2-yl]carbamate